(2S)-2-((((9H-fluoren-9-yl)methoxy)carbonyl)amino)-5-(4-(tert-butoxycarbonyl)morpholin-3-yl)pentanoic acid C1=CC=CC=2C3=CC=CC=C3C(C12)COC(=O)N[C@H](C(=O)O)CCCC1N(CCOC1)C(=O)OC(C)(C)C